(4aS,8aS)-7-(5-Cyclohexylthiazol-2-yl)octahydro-2,7-naphthyridin C1(CCCCC1)C1=CN=C(S1)N1CC[C@@H]2CCNC[C@H]2C1